1-(6-anilino-2-methylsulfanyl-5-nitro-pyrimidin-4-yl)-4-methyl-piperidine-4-carboxamide N(C1=CC=CC=C1)C1=C(C(=NC(=N1)SC)N1CCC(CC1)(C(=O)N)C)[N+](=O)[O-]